6-(1,2-Dithiolan-3-yl)hexan-1-ol S1SC(CC1)CCCCCCO